ClC=1C(=C(C=NC1Cl)NC([C@H](C)NC(OC(C)(C)C)=O)=O)C(C1=C(C=CC=C1F)F)=O tert-butyl N-[(1S)-2-[[5,6-dichloro-4-(2,6-difluorobenzoyl)-3-pyridyl]amino]-1-methyl-2-oxo-ethyl]carbamate